FC=1C(=C(OC2=NC3=CC=CC=C3C=C2C=2NC3=CC=CC=C3C(C2)=O)C=CC1F)C 2-[2-(3,4-difluoro-2-methyl-phenoxy)-3-quinolyl]-1H-quinolin-4-one